Cl.C(C1=CC=CC=C1)OC(=O)N1CC[C@H]2C([C@H]2CC1)N (1R,7S,8r)-8-amino-4-azabicyclo[5.1.0]octane-4-carboxylic acid benzyl ester, hydrochloride